6-Chloro-3-((1-(2-cyclopropyloxazole-5-carbonyl)-4-hydroxypiperidin-4-yl)methyl)-7-(4-fluoro-3-(1-methyl-1H-pyrazol-4-yl)phenyl)-3H-pyrrolo[2,3-d]pyrimidin-4(7H)-one ClC1=CC2=C(N=CN(C2=O)CC2(CCN(CC2)C(=O)C2=CN=C(O2)C2CC2)O)N1C1=CC(=C(C=C1)F)C=1C=NN(C1)C